3-azido-2-oxobutanal N(=[N+]=[N-])C(C(C=O)=O)C